1-(4-(3-(2-Chloro-6-fluorophenyl)-4-(pyrimidin-2-yl)isoxazol-5-yl)-5-(trifluoromethyl)-1H-pyrazol-1-yl)propan-1,1,2-d3-2-ol ClC1=C(C(=CC=C1)F)C1=NOC(=C1C1=NC=CC=N1)C=1C=NN(C1C(F)(F)F)C(C(C)(O)[2H])([2H])[2H]